O1C=C(C=C1)S(=O)(=O)C1=C(C(=C(C=C1CCCCC)O)C1=CC(=CC=C1)C)O 3-(furan-3-ylsulfonyl)-3'-methyl-4-pentyl-[1,1'-biphenyl]-2,6-diol